FC1(C2(CCN(CC12)S(=O)(=O)C=1C=NN(C1)CCC)C=1C=C2C=CN(C2=CC1C)C1=CC=C(C=C1)F)F 5-(7,7-difluoro-3-((1-propyl-1H-pyrazol-4-yl)sulfonyl)-3-azabicyclo[4.1.0]heptan-6-yl)-1-(4-fluorophenyl)-6-methyl-1H-indole